((5-(3-chlorophenoxy)-4-methylthiazol-2-yl)amino)-2-oxoethyl methylsulfamate CNS(OCC(=O)NC=1SC(=C(N1)C)OC1=CC(=CC=C1)Cl)(=O)=O